N2-(2-(1H-1,2,4-triazol-1-yl)ethyl)-N4-benzylbiphenyl-2,4-diamine N1(N=CN=C1)CCNC=1C(=CC=C(C1)NCC1=CC=CC=C1)C1=CC=CC=C1